3,5-dihydroxybenzenepropionic acid OC=1C=C(C=C(C1)O)CCC(=O)O